(R)-5-((1,3-dioxolan-2-yl)methyl)-2-methyl-N-(1-(2-methyl-3-(trifluoromethyl)phenyl)ethyl)-6-vinyl-pyrimidin-4-amine O1C(OCC1)CC=1C(=NC(=NC1C=C)C)N[C@H](C)C1=C(C(=CC=C1)C(F)(F)F)C